3-allyl-6-methyl-[1,4]-dioxane-2,5-dione C(C=C)C1C(OC(C(O1)=O)C)=O